2-(2,4,6-trimethylnon-3-enyl)succinic anhydride CC(CC1C(=O)OC(C1)=O)C=C(CC(CCC)C)C